ONC(CCNC(CCCC)=O)=O N-(3-(hydroxyamino)-3-oxopropyl)pentanamide